1'-[(2S)-1-(3,5-difluoro-4-methanesulfonylphenoxy)propan-2-yl]-2-oxo-1,2-dihydrospiro[indole-3,4'-piperidine]-5-carbonitrile FC=1C=C(OC[C@H](C)N2CCC3(CC2)C(NC2=CC=C(C=C23)C#N)=O)C=C(C1S(=O)(=O)C)F